NC1=NC=CC(=C1[N+](=O)[O-])C1=CC(=C(CNC(=O)C2=NC(=NO2)C(C)(C)C)C=C1)C(F)(F)F N-(4-(2-amino-3-nitropyridin-4-yl)-2-(trifluoromethyl)benzyl)-3-(tert-butyl)-1,2,4-oxadiazole-5-carboxamide